FC(C=1C=CC(=NC1)N1N=C(N=C1)N)(F)F 1-(5-(Trifluoromethyl)pyridin-2-yl)-1H-1,2,4-triazol-3-amine